hydroxy-6α-methylpregn-4-ene-3,20-dione OCC([C@H]1CC[C@H]2[C@@H]3C[C@@H](C4=CC(CC[C@]4(C)[C@H]3CC[C@]12C)=O)C)=O